ClC=1C(=NC=CC1OC1=CC(=C(C=C1)OC(F)(F)F)Cl)N1CCC(CC1)NC(=O)NC=1C=NC=CC1 1-(1-(3-Chloro-4-(3-chloro-4-(trifluoromethoxy)phenoxy)pyridin-2-yl)piperidin-4-yl)-3-(pyridin-3-yl)urea